C(C1=CC=CC=C1)OC(NC1=C(C=C(C=C1)OC)C=O)=O (2-FORMYL-4-METHOXY-PHENYL)-CARBAMIC ACID BENZYL ESTER